C1(CC1)C1=C(C(=NO1)C1=C(C=CC=C1Cl)Cl)COC1CCN(CC1)C=1SC=C(N1)C=1C=C(SC1)C(=O)O 4-(2-(4-((5-cyclopropyl-3-(2,6-dichlorophenyl)isoxazol-4-yl)methoxy)piperidin-1-yl)thiazol-4-yl)thiophene-2-carboxylic acid